dichlorobis[di-tert-butyl-(4-dimethylaminophenyl)phosphino]palladium (II) Cl[Pd-2](P(C(C)(C)C)(C(C)(C)C)C1=CC=C(C=C1)N(C)C)(P(C1=CC=C(C=C1)N(C)C)(C(C)(C)C)C(C)(C)C)Cl